(S)-6-(3-methoxy-3-oxopropyl)-2,2-dimethyl-4,7-dioxo-3,11,14,17,20,23,26-heptaoxa-5,8-diazanonacosan-29-oic acid COC(CC[C@H](NC(OC(C)(C)C)=O)C(NCCOCCOCCOCCOCCOCCOCCC(=O)O)=O)=O